tert-butyl 3-(2-(((2S,4R)-1-((S)-2-(1-fluorocyclopropane-1-carboxamido)-3,3-dimethylbutanoyl)-4-hydroxypyrrolidine-2-carboxamido)methyl)-5-(4-methylthiazol-5-yl)phenoxy)propanoate FC1(CC1)C(=O)N[C@H](C(=O)N1[C@@H](C[C@H](C1)O)C(=O)NCC1=C(OCCC(=O)OC(C)(C)C)C=C(C=C1)C1=C(N=CS1)C)C(C)(C)C